ClC1=CC(=C(C=C1)C1=NC(=CC2=C1N=C(N(C2=O)C)C2CCCC2)N2C[C@H](OCC2)C=2C=NN(C2)C)F 8-(4-chloro-2-fluoro-phenyl)-2-cyclopentyl-3-methyl-6-[(2R)-2-(1-methylpyrazol-4-yl)morpholin-4-yl]pyrido[3,4-d]pyrimidin-4-one